COC1=CC=2OCC3N(C2N=C1)CCN(C3)C(CCOCCC)=O (2S)-1-(3-(3-methoxy-6a,7,9,10-tetrahydropyrazino[1,2-d]pyrido[3,2-b][1,4]oxazin-8(6H)-yl)-3-oxopropoxy)propan